C(CCCCC)NCCCN N-Hexyl-1,3-propanediamine